ClC1=C(OC=2C=C3C(=NC2)N(C=N3)C)C(=CC=C1F)[N+](=O)[O-] 6-(2-chloro-3-fluoro-6-nitrophenoxy)-3-methyl-3H-imidazo[4,5-b]pyridine